4-[(1S)-1-[[1-[(3R)-3-(3-Chlorophenoxy)pyrrolidin-1-yl]cyclobutane-1-carbonyl]amino]ethyl]benzamide, hydrochloride Cl.ClC=1C=C(O[C@H]2CN(CC2)C2(CCC2)C(=O)N[C@@H](C)C2=CC=C(C(=O)N)C=C2)C=CC1